2-[acetyl-(2-chlorobenzyl)amino]-6-hydroxy-1-benzothiophene-3-carboxylic acid methyl ester COC(=O)C1=C(SC2=C1C=CC(=C2)O)N(CC2=C(C=CC=C2)Cl)C(C)=O